7-Bromo-5-ethylbenzo[b]thiophene-2-carboxamide BrC1=CC(=CC2=C1SC(=C2)C(=O)N)CC